(2R)-oxetan-2-carboxylic acid O1[C@H](CC1)C(=O)O